O1C(=CC2=NC=CC=C21)C(=O)[O-] furo[3,2-b]pyridine-2-formate